C(C(=O)C)N(C(OC(C)(C)C)=O)C(C)C1=CC=CC=C1 tert-butyl N-acetonyl-N-(1-phenylethyl)carbamate